3-(3-((1-Aminocyclopentyl)methoxy)-4-cyano-5-(methylthio)phenyl)-7-methylimidazo[1,2-a]pyridine-5-carbonitrile NC1(CCCC1)COC=1C=C(C=C(C1C#N)SC)C1=CN=C2N1C(=CC(=C2)C)C#N